1-(1-((1-methylcyclobutyl)methyl)piperidin-4-yl)-1H-pyrazol CC1(CCC1)CN1CCC(CC1)N1N=CC=C1